N1[C@@H](CCCC1)CO (S)-piperidin-2-yl-methanol